CNC(=O)C=1NC=C(C1)NC1=NC2=CC(=CC=C2C=N1)S(=O)(=O)C N-methyl-4-((7-(methylsulfonyl)quinazolin-2-yl)amino)-1H-pyrrole-2-carboxamide